ClC1=CC(=NC=C1C(=O)NC1=CC=C(C(=O)OC)C=C1)Cl methyl 4-(4,6-dichloronicotinamido)benzoate